CC1=C(C=CC(=C1)C)C1=NC(=NC(=N1)C1=C(C=C(C=C1)C)C)C1=C(C=C(OC(C(=O)OC)CCCCCC)C=C1)O methyl 2-[4-[4,6-bis(2,4-dimethylphenyl)-1,3,5-triazin-2-yl]-3-hydroxy-phenoxy]octanoate